(2E)-2-{2-[({cyclopropyl [(4-methoxyphenyl) imino] methyl} thio) methyl] phenyl}-3-methoxypropenoate C1(CC1)C(SCC1=C(C=CC=C1)/C(/C(=O)[O-])=C\OC)=NC1=CC=C(C=C1)OC